tert-Butyl (5S)-2-[(5-chloropyridin-2-yl)methyl]-3-oxo-2,3,5,6,7,8-hexahydro[1,2,4]triazolo[4,3-a]pyridine-5-carboxylate ClC=1C=CC(=NC1)CN1N=C2N([C@@H](CCC2)C(=O)OC(C)(C)C)C1=O